1H-pyrimido(5,4-b)(1,4)benzoOxazin-2(3H)-one N1C(NC=C2OC3=C(N=C21)C=CC=C3)=O